N-methyl-N-(1-(4-(trifluoromethyl)phenoxy)-2,3-dihydro-1H-inden-5-yl)acrylamide CN(C(C=C)=O)C=1C=C2CCC(C2=CC1)OC1=CC=C(C=C1)C(F)(F)F